NC1=C(SC2=NC(=CC=C21)C)C(=O)N[C@H]2COC1=C(C2)C=CC(=C1)C1CC(C1)N 3-amino-6-methyl-N-[(3R)-7-[(1s,3S)-3-aminocyclobutyl]-3,4-dihydro-2H-1-benzopyran-3-yl]thieno[2,3-b]pyridine-2-carboxamide